C1(=CC=CC=C1)C(C)OC(C)(C)C=1N=C(SC1)NC(=O)C=1N(C=CC1)CC1=CC=NC=C1 N-(4-(2-(1-phenylethoxy)propan-2-yl)thiazol-2-yl)-1-(pyridin-4-ylmethyl)-1H-pyrrole-2-carboxamide